C(C)(=O)NC1=NN=C(S1)CCC(CN1N=NC(=C1)C(=O)NCC1=CC(=CC=C1)OC(F)(F)F)F 1-(4-(5-acetamido-1,3,4-thiadiazol-2-yl)-2-fluorobutyl)-N-(3-(trifluoromethoxy)benzyl)-1H-1,2,3-triazole-4-carboxamide